N-(2-nitrophenyl)pyridin-3-amine [N+](=O)([O-])C1=C(C=CC=C1)NC=1C=NC=CC1